N-[5-(amino-sulfonyl)-4-methyl-1,3-thiazol-2-yl]-N-methyl-2-[4-(2-pyridinyl)phenyl]acetamide hemihydrate O.NS(=O)(=O)C1=C(N=C(S1)N(C(CC1=CC=C(C=C1)C1=NC=CC=C1)=O)C)C.NS(=O)(=O)C1=C(N=C(S1)N(C(CC1=CC=C(C=C1)C1=NC=CC=C1)=O)C)C